NC1=C2CCN(CC2=CC=C1)C(=O)OC(C)(C)C tert-butyl 5-amino-3,4-dihydro-1H-isoquinoline-2-carboxylate